2-chloro-4-(4-methoxy-4-methylpiperidin-1-yl)-5-(pyridin-3-ylethynyl)pyridine ClC1=NC=C(C(=C1)N1CCC(CC1)(C)OC)C#CC=1C=NC=CC1